ClC=1C(=C(C=CC1)P(C1=CC=CC=C1)C1=CC=CC=C1)COC chloro-(methoxymethyl)-triphenyl-phosphine